(3'-fluoro[1,1'-biphenyl-3-yl]methyl)-3-[(methanesulfonyl)amino]pyrrolidine-1-carboxamide FC=1C=C(C=CC1)C1=CC(=CC=C1)CC1N(CCC1NS(=O)(=O)C)C(=O)N